tert-Butyl [5-chloro-6-(3,3-difluorocyclobutyl)pyridin-3-yl]carbamate ClC=1C=C(C=NC1C1CC(C1)(F)F)NC(OC(C)(C)C)=O